methyl (2R)-2-amino-3-methylpentanoate N[C@@H](C(=O)OC)C(CC)C